C(C)N(CC)CC(=O)NC1=C(C=CC=C1C)C (diethyl-amino)-N-(2,6-dimethylphenyl)-acetamide